C(C)(C)OC(=O)C=1C(=NC(=NC1)NC1=C(C=C(C(=C1)N)N(C)CCN(C)C)OC)C1=C2C=NN(C2=CC=C1)C 2-((5-amino-4-((2-(dimethylamino)ethyl)(methyl)amino)-2-methoxyphenyl)amino)-4-(1-Methyl-1H-indazol-4-yl)pyrimidine-5-carboxylic acid isopropyl ester